2-bromo-5-(hydroxymethyl)thiazole BrC=1SC(=CN1)CO